N1=C(C=CC=C1)C(C)N (pyridine-2-yl)ethan-1-amine